5-hydroxy-2-methylbenzofuran-3-carboxylic acid OC=1C=CC2=C(C(=C(O2)C)C(=O)O)C1